N-methyl-beta-hydroxytyrosine CN[C@@H](C(C1=CC=C(C=C1)O)O)C(=O)O